((S)-2-amino-2-oxo-1-[[(3S)-2-oxopyrrolidin-3-yl]methyl]ethyl)-5-azaspiro[2.4]heptane-6-carboxamide NC([C@@H](C[C@@H]1C(NCC1)=O)C1CC12CNC(C2)C(=O)N)=O